FC(C1=CC=C(C=C1)C=1C(=NC=CN1)N1CCN(CC1)C(=O)OC(C)(C)C)(F)F tert-butyl 4-(3-(4-(trifluoromethyl) phenyl)pyrazin-2-yl)piperazine-1-carboxylate